CC1=CC(=CC=C1)S m-toluenethiol